C(=O)(O)C(C(=O)O)CCCC(C)C alpha-carboxyisooctanoic acid